1-(methylsulfonyl)indoline-6-carboxamide [(methylthio)thioxomethoxy]cyclobutanecarboxylate CSC(OC1(CCC1)C(=O)O)=S.CS(=O)(=O)N1CCC2=CC=C(C=C12)C(=O)N